L-(+)-tartaric acid diisopropyl ester C(C)(C)OC([C@H](O)[C@@H](O)C(=O)OC(C)C)=O